F[P-](F)(F)(F)(F)F.C1=CC=CC2=CC3=CC=CC=C3C(=C12)N1C[NH+](C=C1)CCCCCCCC 1-(anthracen-9-yl)-3-octyl-2H-imidazol-3-ium hexafluorophosphate